3-amino-6-(5-(1-amino-3,3-difluoro-2-hydroxy-1-oxopropan-2-yl)-2-methylphenyl)-N-(2-(tetrahydrofuran-3-yl)ethyl)pyrazine-2-carboxamide NC=1C(=NC(=CN1)C1=C(C=CC(=C1)C(C(=O)N)(C(F)F)O)C)C(=O)NCCC1COCC1